CC=1C=CC2=C(N(C(C(N2)=O)=O)C2CCN(CC2)C(=O)OC(C)(C)C)N1 tert-Butyl 4-(6-methyl-2,3-dioxo-2,3-dihydropyrido[2,3-b]pyrazin-4(1H)-yl)piperidine-1-carboxylate